4-(t-butoxycarbonyloxy)-3-chloro-phenylboronic acid pinacol ester C(C)(C)(C)OC(=O)OC1=C(C=C(C=C1)B1OC(C)(C)C(C)(C)O1)Cl